molybdenum (VI) bis(trifluoro-methanesulfonate) FC(S(=O)(=O)[O-])(F)F.FC(S(=O)(=O)[O-])(F)F.[Mo+6]